COC(=O)C12C(C3(CC(C(C(C1)(C3)C(=O)OC)=O)(C2)C(=O)OC)C(=O)OC)=O 2,6-dioxoadamantane-1,3,5,7-tetracarboxylic acid tetramethyl ester